ClC1=CC(=C(C=C1C#N)NS(=O)(=O)C=1C=C(C(=O)O)C=CC1C1CC1)C=1N=CSC1 3-(N-(4-chloro-5-cyano-2-(thiazol-4-yl)phenyl)sulfamoyl)-4-cyclopropylbenzoic acid